anti-formazan N=NC=NN